N1(CC=CC=C1C(=O)[O-])C(=O)[O-] pyridine-1,6-dicarboxylate